NC1=NNC2=C1C(=NC=C2C2=NC=C(C=N2)C)C2=CC=C(CNC(C1=C(C=CC(=C1)F)OC)=O)C=C2 N-(4-(3-amino-7-(5-methylpyrimidin-2-yl)-1H-pyrazolo[4,3-c]pyridin-4-yl)benzyl)-5-fluoro-2-methoxybenzamide